C1(CC1)CC(=O)NC=1N=NN(C1)CCCCN1N=NC(=C1)C(=O)NCC1=NC=CC=C1 1-{4-[4-(2-cyclopropylacetamido)-1H-1,2,3-triazol-1-yl]butyl}-N-(pyridin-2-ylmethyl)-1H-1,2,3-triazole-4-carboxamide